7-(4-chlorobenzyl)-8-(2-fluoro-6,6-dimethylbicyclo[3.1.1]heptane-2-yl)-1-(3-hydroxypropyl)-3-methyl-3,7-dihydro-1H-purine-2,6-dione ClC1=CC=C(CN2C(=NC=3N(C(N(C(C23)=O)CCCO)=O)C)C2(C3C(C(CC2)C3)(C)C)F)C=C1